2,6-difluoro-2',4',6'-trimethoxy-[1,1'-biphenyl] FC1=C(C(=CC=C1)F)C1=C(C=C(C=C1OC)OC)OC